FC=1C(=C(C=CC1F)[C@H]1[C@@H](OC(=C1C)C(F)(F)F)C(=O)NC1=CC(=NC=C1)C(=O)N)OC |o1:8,9| rel-(2R,3S)-4-({[3-(3,4-difluoro-2-methoxyphenyl)-4-methyl-5-(trifluoromethyl)-2,3-dihydrofuran-2-yl]carbonyl}amino)pyridine-2-carboxamide